3,4-di[oleyloxy]-benzamide C(CCCCCCC\C=C/CCCCCCCC)OC=1C=C(C(=O)N)C=CC1OCCCCCCCC\C=C/CCCCCCCC